CC(CC)OOC(C1=CC=CC=C1)=O beta-butylperoxybenzoate